O=C1NC(CCC1N1C(C2=CC=C(C=C2C1=O)NCCOCCOC=1C=C(CNC(=O)C=2SC(=C(N2)C=2C=C3CCN(C3=CC2)C(=O)C2=CN=CN2C)C)C=CC1)=O)=O N-(3-(2-(2-(2-(2,6-dioxopiperidin-3-yl)-1,3-dioxoisoindolin-5-ylamino)ethoxy)ethoxy)benzyl)-5-methyl-4-(1-(1-methyl-1H-imidazole-5-carbonyl)indolin-5-yl)thiazole-2-carboxamide